ClC=1C=C(C=C(C1)C1=CC=CC(=C1N)Cl)N 5,5'-dichloro-3,6'-diaminobiphenyl